CC(=CCOC1=CC=C(CC2=NOC(=C2)C=2C(=NC(=CC2)N)N)C=C1)C 3-(3-(4-((3-methylbut-2-en-1-yl)oxy)benzyl)isoxazol-5-yl)pyridine-2,6-diamine